N=1C=NN2C1C=CC=C2N2CCC(CC2)C#N 1-{[1,2,4]triazolo[1,5-a]pyridin-5-yl}piperidine-4-carbonitrile